4-Methyl-2-(3-phenylpropyl)-5-(piperidin-1-yl)thiazole CC=1N=C(SC1N1CCCCC1)CCCC1=CC=CC=C1